carbonylbis(4-hydroxy-6-methoxybenzenesulfonic acid) disodium salt [Na+].[Na+].C(=O)(C1=C(C(=CC(=C1)O)OC)S(=O)(=O)[O-])C1=C(C(=CC(=C1)O)OC)S(=O)(=O)[O-]